3-Bromo-1-ethylpyrazole-4-carboxylic acid BrC1=NN(C=C1C(=O)O)CC